CC(C)CCC[C@@H](C)[C@H]1CC[C@H]2[C@@H]3C[C@H]4[C@]5(C[C@H](CC[C@]5(C)[C@H]3CC[C@]12C)O)O4 5,6-epoxy-(3beta,5alpha,6alpha)-cholestan-3-ol